3-ethyl 5-methyl 2-(acetoxymethyl)-4-(2-(2,2-difluorocyclopropyl)-3,5-difluorophenyl)-6-methyl-1,4-dihydropyridine-3,5-dicarboxylate C(C)(=O)OCC=1NC(=C(C(C1C(=O)OCC)C1=C(C(=CC(=C1)F)F)C1C(C1)(F)F)C(=O)OC)C